(S)-2-(4-bromophenylsulphonamido)-3-(1H-indol-3-yl)-N-(4-(4-(trifluoromethyl)phenyl)thiazol-2-yl)propanamide BrC1=CC=C(C=C1)S(=O)(=O)N[C@H](C(=O)NC=1SC=C(N1)C1=CC=C(C=C1)C(F)(F)F)CC1=CNC2=CC=CC=C12